N[C@H]1C[C@H](CC1)NC=1C=2N(N=CC1C(N)=NC1=C(C=CC(=C1)F)Cl)C=C(C2)C2=C(C=C(C=C2)NC(=O)NCC(C)(C)O)C 1-[4-[4-[[cis-3-aminocyclopentyl]amino]-3-[N'-(2-chloro-5-fluoro-phenyl)carbamimidoyl]pyrrolo[1,2-b]pyridazin-6-yl]-3-methyl-phenyl]-3-(2-hydroxy-2-methyl-propyl)urea